CN(CCN1N=CC(=C1)C1=NC=2C(=NC(=CC2N2CCOCC2)N2N=C(C=C2)C=2C=C(C=CC2)C)N1C)C N,N-dimethyl-2-(4-(3-methyl-7-morpholino-5-(3-(m-tolyl)-1H-pyrazol-1-yl)-3H-imidazo[4,5-b]pyridin-2-yl)-1H-pyrazol-1-yl)ethanamine